CC1=NC(=CC(=C1)C=1NC2=CC=C(C=C2C1C(C)C)C1CCN(CC1)C(CN1N=CN=N1)=O)C 1-(4-(2-(2,6-dimethylpyridin-4-yl)-3-isopropyl-1H-indol-5-yl)piperidin-1-yl)-2-(2H-tetrazol-2-yl)ethan-1-one